O-(3,5-dichloro-4-(3-((3-chloro-5-(trifluoromethyl) pyridin-2-yl) oxy) propoxy) phenyl) diethylaminothiocarboxylate C(C)N(CC)C(=S)OC1=CC(=C(C(=C1)Cl)OCCCOC1=NC=C(C=C1Cl)C(F)(F)F)Cl